norbornene fluorine [F].C12C=CC(CC1)C2